[Si](C1=CC=CC=C1)(C1=CC=CC=C1)(C(C)(C)C)OC[C@@H]1CC(C(N1C(=O)OC(C)(C)C)=O)C tert-butyl (5S)-5-(((tert-butyldiphenylsilyl) oxy) methyl)-3-methyl-2-oxopyrrolidine-1-carboxylate